NC1[C@H](CC[C@](C1)(C1=CC(=CC=C1)C(F)(F)F)O)NC1=CC(=C(C=C1Cl)S(=O)(=O)N(C1=NC=NC=C1)CC1=C(C=C(C=C1)OC)OC)F 4-(((1S,3S,4S)-2-amino-4-hydroxy-4-(3-(trifluoromethyl)-phenyl)cyclohexyl)amino)-5-chloro-N-(2,4-dimethoxybenzyl)-2-fluoro-N-(pyrimidin-4-yl)benzenesulfonamide